FC=1C=C(C=CC1O)C(C)(C)C1=CC=C(C=C1)C(CC1=CC=C(C=C1)O)C1=CC=C(C=C1)O 4,4'-[1-{4-[1-(3-Fluoro-4-hydroxyphenyl)-1-methylethyl]phenyl}ethylene]bisphenol